FC1=C(C(=CC=C1)C)S(=O)(=O)NC=1C(=NC=C(C1)C=1C=C2C(=NC=NC2=CC1)N1CCN(CC1)C(\C=C\C(C)=O)=O)OC (E)-2-fluoro-N-(2-methoxy-5-(4-(4-(4-oxopent-2-enoyl)piperazin-1-yl)quinazolin-6-yl)pyridin-3-yl)-6-methyl-benzene-sulfonamide